N-ethyl-butylamine C(C)NCCCC